ethyl (S)-3-(8-bromo-1-methyl-6-(pyridin-2-yl)-4H-benzo[f]imidazo[1,2-a][1,4]diazepin-4-yl)propanoate hydrochloride Cl.BrC=1C=CC2=C(C(=N[C@H](C=3N2C(=CN3)C)CCC(=O)OCC)C3=NC=CC=C3)C1